N-(8-nitro-1-oxo-tetralin-5-yl)acetamide [N+](=O)([O-])C=1C=CC(=C2CCCC(C12)=O)NC(C)=O